2-(4-(3-(1-(5-chloropyrimidin-2-yl)piperidin-4-yl)propoxy)-2-fluorophenyl)-1-((3aR,6aS)-5-((2S,3S,4R)-2,3,4,5-tetrahydroxypentyl)hexahydropyrrolo[3,4-c]pyrrol-2(1H)-yl)ethan-1-one ClC=1C=NC(=NC1)N1CCC(CC1)CCCOC1=CC(=C(C=C1)CC(=O)N1C[C@@H]2CN(C[C@@H]2C1)C[C@@H]([C@@H]([C@@H](CO)O)O)O)F